N-(2-((6-(2,6-dichloro-3,5-dimethoxyphenyl)-8-(((tetrahydro-2H-pyran-4-yl)methyl)amino)pyrido[3,4-d]pyrimidin-2-yl)amino)-3-methyl-phenyl)acrylamide ClC1=C(C(=C(C=C1OC)OC)Cl)C1=CC2=C(N=C(N=C2)NC2=C(C=CC=C2C)NC(C=C)=O)C(=N1)NCC1CCOCC1